5-(3-chloro-1-cyano-propyl)-3-ethylsulfanyl-pyridine-2-carboxylic acid ClCCC(C#N)C=1C=C(C(=NC1)C(=O)O)SCC